OC[C@]1(CC=2C(=NC(=C(C2)NC(=O)C=2C=NN3C2N=CC=C3)N3CCOCC3)O1)C |r| N-[rac-(2R)-2-(hydroxymethyl)-2-methyl-6-morpholino-3H-furo[2,3-b]pyridin-5-yl]pyrazolo[1,5-a]pyrimidine-3-carboxamide